C(C1=CC=CC=C1)OC(C=C)=O Benzyl-acrylat